1,3-Cyclohexandiamin C1(CC(CCC1)N)N